N1=CN=C(C=C1)C1N(CC1)C(=O)N pyrimidin-4-yl-azetidine-1-carboxamide